[Na+].N1=C(C=NC=C1)C(=O)N[C@@H](CC1=CC=CC=C1)C(=O)[O-] N-(2-pyrazinylcarbonyl)-L-phenylalanine sodium salt